(R)-((2-(2-Amino-6-methoxypyridin-4-yl)-6-((R)-3-methylmorpholino)pyrimidin-4-yl)imino)(cyclopropyl)(methyl)-λ6-sulfanone NC1=NC(=CC(=C1)C1=NC(=CC(=N1)N=[S@@](=O)(C)C1CC1)N1[C@@H](COCC1)C)OC